4,6-dihydroxy-3-methyl-2-propanoylbenzoic acid OC1=C(C(=C(C(=O)O)C(=C1)O)C(CC)=O)C